CC=1C(NC(NC1CN)=O)=O 5-Methyl-amino-methyl-uracil